1-(1-(5-(7-(but-3-en-1-yloxy)pyrazolo[1,5-a]pyridin-5-yl)-6-methoxypyridazin-3-yl)ethyl)-1-ethyl-3-((S)-7,7,7-trifluorohept-1-en-4-yl)urea C(CC=C)OC1=CC(=CC=2N1N=CC2)C=2C=C(N=NC2OC)C(C)N(C(=O)N[C@H](CC=C)CCC(F)(F)F)CC